C(C1=CC=CC=C1)C=1N=NSC1C(=O)OC1=CC(=CC(=C1)C)C 3,5-dimethylphenyl 4-benzyl-1,2,3-thiadiazole-5-carboxylate